C(#N)C1=CC=C2C(=C1)CN(C(C21CCN(CC1)C1CCC(CC1)C(C)C)=O)CCNC(=N)N 1-(2-(7-cyano-1'-((1s,4s)-4-isopropyl-cyclohexyl)-3-oxo-1H-spiro[isoquinoline-4,4'-piperidin]-2(3H)-yl)ethyl)guanidine